tert-butyl 2-amino-3-(tetrahydro-2H-pyran-2-yl)propanoate NC(C(=O)OC(C)(C)C)CC1OCCCC1